(1S,2S)-2-((R)-5H-imidazo[5,1-a]isoindol-5-yl)spiro[3.3]heptan-1-ol C=1N=CN2C1C1=CC=CC=C1[C@H]2[C@H]2[C@@H](C1(C2)CCC1)O